1-(p-tolyl)-1H-thieno[2',3':4,5]benzo[1,2-d][1,2,3]triazole-4,8-dione C1(=CC=C(C=C1)N1N=NC2=C1C(C1=C(C2=O)SC=C1)=O)C